(3R,4S)-3-cyclopropyl-4-methyl-1-(6-(1-(1-methylpiperidin-4-yl)-1H-pyrazol-4-yl)pyrrolo[1,2-b]pyridazin-4-yl)-2-oxopyrrolidine-3-carbonitrile C1(CC1)[C@]1(C(N(C[C@H]1C)C=1C=2N(N=CC1)C=C(C2)C=2C=NN(C2)C2CCN(CC2)C)=O)C#N